O[C@@H](C(=O)OCC)CCC1=CC=CC=C1 Ethyl (R)-2-hydroxy-4-phenylbutyrate